bromo-[1,1'-biphenyl] BrC1=C(C=CC=C1)C1=CC=CC=C1